3-(hydroxyamino)-N-[4-[[4-[[(4-iodophenyl)sulfonylamino]methyl]triazol-1-yl]methyl]phenyl]-2-methyl-3-oxo-propanamide ONC(C(C(=O)NC1=CC=C(C=C1)CN1N=NC(=C1)CNS(=O)(=O)C1=CC=C(C=C1)I)C)=O